7-(2-hydroxy-ethyloxy)coumarin OCCOC1=CC=C2C=CC(OC2=C1)=O